1-((5-(5-(difluoromethyl)-1,3,4-oxadiazole-2-yl)pyridine-2-yl)methyl)-6-fluoro-5-(4-methylpiperazine-1-yl)-3-(pyridine-3-yl)-1,3-dihydro-2H-benzo[d]imidazole-2-one FC(C1=NN=C(O1)C=1C=CC(=NC1)CN1C(N(C2=C1C=C(C(=C2)N2CCN(CC2)C)F)C=2C=NC=CC2)=O)F